OCCN1C(NCC1)C(=S)C1N(CCN1)CCO 1-(2-hydroxyethyl)2-imidazolidinylthioketone